CC1(N(CCNC1)C(=O)[O-])C dimethylpiperazine-1-carboxylate